FC(C(=O)O)(F)F.C(C)(C)OC1=CC=2N(C=C1C(=O)NC=1C(N(C=CC1)[C@H]1[C@H](C1)C)=O)C=C(N2)[C@@]21CO[C@@](CC2)(C1)C 7-isopropoxy-2-((1S,4R)-1-methyl-2-oxabicyclo[2.2.1]hept-4-yl)-N-(1-((1R,2S)-2-methylcyclopropyl)-2-oxo-1,2-dihydropyridin-3-yl)imidazo[1,2-a]pyridine-6-carboxamide trifluoroacetate